O=C1C=C(N=C(N1)C=1C=C(CNC(CCC)=O)C=CC1C(F)(F)F)C=1C=NC(=CC1)OCC1CCOCC1 N-(3-{6-oxo-4-[6-(tetrahydropyran-4-ylmethoxy)pyridin-3-yl]-1,6-dihydropyrimidin-2-yl}-4-(trifluoromethyl)benzyl)butanamide